C(C=1C(C(=O)OCCC)=CC=CC1)(=O)OCCC di-n-propyl phthalate